C(C)OC(\C(=C\B1OC(C(O1)(C)C)(C)C)\C)=O.BrC1=CC=C2C(=NC=NC2=C1)N1CCOCC1 (7-Bromoquinazolin-4-yl)morpholine ethyl-(E)-2-methyl-3-(4,4,5,5-tetramethyl-1,3,2-dioxaborolan-2-yl)acrylate